FC1(OC2=C(O1)C=CC(=C2)C(NC(CCCCCNC2=C1C(N(C(C1=CC=C2)=O)C2C(N(C(CC2)=O)C)=O)=O)=O)C2=CC(=C1C=CC=NC1=C2O)C)F N-((2,2-difluoro-benzo[d][1,3]dioxol-5-yl)(8-hydroxy-5-methylquinolin-7-yl)methyl)-6-((2-(1-methyl-2,6-dioxo-piperidin-3-yl)-1,3-dioxoisoindolin-4-yl)amino)hexan-amide